C(C1=CC=CC=C1)N1[C@@H]2CN([C@H](C1C(C(F)(F)F)O)C2)C(=O)OC(C)(C)C tert-butyl (1S,4S)-5-benzyl-6-(2,2,2-trifluoro-1-hydroxyethyl)-2,5-diazabicyclo[2.2.1]heptane-2-carboxylate